FC1=CC=C(C=C1)S(=O)(=O)N1CCCC2=CC=C(C=C12)C1=C(C=CC=C1S(=O)(=O)C)S(=O)(=O)N (1-((4-fluorophenyl)sulfonyl)-1,2,3,4-tetrahydroquinolin-7-yl)-3-(methylsulfonyl)benzenesulfonamide